O1[C@@H]([C@H]([C@@H](C1)C1=C(C=C(C=2OC(OC21)(C2=CC=CC=C2)C2=CC=CC=C2)O)C(=O)[O-])C2=C(C=C(C=1OC(OC12)(C1=CC=CC=C1)C1=CC=CC=C1)O)C(=O)[O-])C1=C(C=C(C=2OC(OC21)(C2=CC=CC=C2)C2=CC=CC=C2)O)C(=O)OCOC(=O)C2=CC1=C(OC(O1)(C1=CC=CC=C1)C1=CC=CC=C1)C(=C2)O (2S,3R,4R,5R)-5-(((7-hydroxy-2,2-diphenylbenzo[d][1,3]dioxol-5-carbonyl) oxy) methyl) tetrahydrofuran-2,3,4-triyltris(7-hydroxy-2,2-diphenylbenzo[d][1,3]dioxol-5-carboxylate)